BrC=1C=C(C(=NC1)[N+](=O)[O-])OC(C)C1=C(C=CC(=C1)F)C=1N=C(SC1)C 4-(2-{1-[(5-bromo-2-nitropyridin-3-yl)oxy]ethyl}-4-fluorophenyl)-2-methyl-1,3-thiazol